2-amino-7-fluoro-1-(3-methoxy-2,6-dimethyl-phenyl)pyrrolo[3,2-c]pyridine-3-carboxamide NC1=C(C=2C=NC=C(C2N1C1=C(C(=CC=C1C)OC)C)F)C(=O)N